(1-ethoxy-1-oxopropan-2-yl)-1H-imidazole-2-carboxylic acid ethyl ester C(C)OC(=O)C=1N(C=CN1)C(C(=O)OCC)C